tert-Butyl 4-(7-methyl-[1,2,4]triazolo[1,5-b]pyridazin-6-yl)-3,6-dihydropyridine-1(2H)-carboxylate CC1=CC=2N(N=C1C=1CCN(CC1)C(=O)OC(C)(C)C)N=CN2